(Z)-N-(4-((4-(5-methoxypyridin-2-yl)-4-styrylpiperidin-1-yl)methyl)phenyl)acetamide tert-butyl-4-[5-(oxetan-3-yl)-1,3-benzoxazol-2-yl]piperidine-1-carboxylate C(C)(C)(C)OC(=O)N1CCC(CC1)C=1OC2=C(N1)C=C(C=C2)C2COC2.COC=2C=CC(=NC2)C2(CCN(CC2)CC2=CC=C(C=C2)NC(C)=O)\C=C/C2=CC=CC=C2